5-(piperidin-4-yl)-1-naphthamide N1CCC(CC1)C1=C2C=CC=C(C2=CC=C1)C(=O)N